C1(=CC=CC=C1)C(C1=CC=CC=C1)C1=CC=CC=C1 triphenyl-methane